4-fluoropyridine FC1=CC=NC=C1